FC1=C(C=CC(=C1)F)[C@H]1N(CC[C@H](C1)NC)C(=O)N1CC2(CCCC2)[C@@H](CC1)CN1C=NC(=CC1=O)C1=C(C=CC=C1)F 3-(((R)-7-((2S,4R)-2-(2,4-difluorophenyl)-4-(methylamino)piperidine-1-carbonyl)-7-azaspiro[4.5]dec-10-yl)methyl)-6-(2-fluorophenyl)pyrimidin-4(3H)-one